C(C)[C@]1(C(OCC=2C(N3CC=4N5C6=C(C=C(C=C6C(C4C3=CC21)=O)F)[C@H](CC5)CO)=O)=O)O (3S,9S)-9-ethyl-5-fluoro-9-hydroxy-3-(hydroxymethyl)-2,3,12,15-tetrahydro-1H,7H,13H-pyrano[3',4':6,7]indolizino[2,1-b]pyrido[3,2,1-ij]quinoline-7,10,13(9H)-trione